NC=1C(=NN(C1)C)C(=O)N 4-amino-1-methylpyrazole-3-carboxamide